ClC=1C=C(C=CC1)C1=CC(=CC(=C1)C=1C=NN(C1)C)C(C)NC(=O)C=1C=C(C=CC1C)NC(=O)[C@@H]1NCCCC1 (2R)-N-(3-((1-(3'-chloro-5-(1-methyl-1H-pyrazol-4-yl)-[1,1'-biphenyl]-3-yl)ethyl)carbamoyl)-4-methylphenyl)piperidine-2-carboxamide